(Z)-2,2,2-trifluoro-N-[1-[(6-fluoro-3-pyridyl)methyl]-2-pyridylidene]acetamide FC(C(=O)\N=C\1/N(C=CC=C1)CC=1C=NC(=CC1)F)(F)F